6,4-dimethyl-2-[2-(3-pyridyl)indazol-5-yl]-1,2,4-triazolidine-3,5-dione CC=1C(=CC2=CN(N=C2C1)C=1C=NC=CC1)N1NC(N(C1=O)C)=O